1,1'-binaphthyl-4,4'-dicarboxylic acid C1(=CC=C(C2=CC=CC=C12)C(=O)O)C1=CC=C(C2=CC=CC=C12)C(=O)O